C1NCCC2=CC=C(C=C12)N 1,2,3,4-tetrahydroisoquinoline-7-amine